4-chloro-2-cyclopropyl-1-p-toluenesulfonyl-1H-pyrrole ClC=1C=C(N(C1)S(=O)(=O)C1=CC=C(C)C=C1)C1CC1